3-bromo-4-[(5-cyano-2-pyridinyl)amino]-N-[(4-methoxyphenyl)methyl]-N-methyl-benzenesulfonamide BrC=1C=C(C=CC1NC1=NC=C(C=C1)C#N)S(=O)(=O)N(C)CC1=CC=C(C=C1)OC